undec-3-yne CCC#CCCCCCCC